NC=1C2=C(N=CN1)C(=CS2)C(=O)NC2=C1C=CN=C(C1=CC=C2C)NC2=CC(=CC(=C2)C(F)(F)F)N2C=NC(=C2)C 4-amino-N-(6-methyl-1-((3-(4-methyl-1H-imidazol-1-yl)-5-(trifluoromethyl)phenyl)amino)isoquinolin-5-yl)thieno[3,2-d]pyrimidine-7-carboxamide